C(C)(C)(C)N1N=C(C(=C1NC1=NC=CC=C1)C(N)=O)C1=CC=C(C=C1)NC(C(C1=CC=CC=C1)N(C(OC(C)(C)C)=O)C)=O tert-butyl (2-((4-(1-(tert-butyl)-4-carbamoyl-5-(pyridin-2-ylamino)-1H-pyrazol-3-yl)phenyl)amino)-2-oxo-1-phenylethyl)(methyl)carbamate